trans-2-hexadecene-1,16-dicarboxylic anhydride C1\C=C\CCCCCCCCCCCCCC(=O)OC1=O